5-(aminomethyl)-2-furanmethanol NCC1=CC=C(O1)CO